CN(C)CCCC=CC(CCCCCCCC\C=C/C\C=C/CCCCC)CCCCCCCC\C=C/C\C=C/CCCCC (15Z,18Z)-N,N-dimethyl-6-((9Z,12Z)-octadeca-9,12-dien-1-yl)tetracos-4,15,18-trien-1-ylamine